Methylmethoxyethoxyethylpyrrolidine CC1N(CCC1)CCOCCOC